5-pentacosylresorcinol C(CCCCCCCCCCCCCCCCCCCCCCCC)C=1C=C(C=C(O)C1)O